3-[(3-fluoro-2-methoxyphenyl)amino]-2-(3-{2-[4-(prop-2-enoyl)morpholin-3-yl]ethynyl}pyridin-4-yl)-1H,5H,6H,7H-pyrrolo[3,2-c]pyridin-4-one FC=1C(=C(C=CC1)NC1=C(NC2=C1C(NCC2)=O)C2=C(C=NC=C2)C#CC2N(CCOC2)C(C=C)=O)OC